2-bromo-1-(2-(tert-butoxy)ethoxy)-3-methoxybenzene BrC1=C(C=CC=C1OC)OCCOC(C)(C)C